2-[(1H-benzo[d]imidazol-1-yl)methyl]-3-phenyl-4H-chromen-4-one dimethyl-5-chlorocarbonylbenzene-1,3-dicarboxylate COC(=O)C1=CC(=CC(=C1)C(=O)Cl)C(=O)OC.N1(C=NC2=C1C=CC=C2)CC=2OC1=CC=CC=C1C(C2C2=CC=CC=C2)=O